FC(C(C)(C)O)(F)C=1C(=C(C=CC1)[C@@H](C)NC1=NC(=NC2=CC3=C(C=C12)N(C(C(O3)(C)C)=O)CC)C)F (R)-4-((1-(3-(1,1-difluoro-2-hydroxy-2-methylpropyl)-2-fluorophenyl)ethyl)amino)-6-ethyl-2,8,8-trimethyl-6H-[1,4]oxazino[3,2-g]quinazolin-7(8H)-one